CC(=CCCC=C)CCCC 6-methyl-1,5-decadiene